C1(=CC=CC=C1)C1=CC=C(S1)CC(=O)N 2-(5-phenylthiophen-2-yl)acetamid